C(CC)C1=CC=C(C=C)C=C1 p-propyl-styrene